CC(C(CO)O)CC(C)C 3,5-dimethyl-1,2-hexanediol